N1=C(C=CC=C1)C1=CC(=NO1)CC=1OC=C(N1)C(=O)O 2-((5-(pyridin-2-yl)isoxazol-3-yl)methyl)oxazole-4-carboxylic acid